C(C1=CC=CC=C1)C1CCN(CC1)C(=O)C1=CC(=C(C=C1)Cl)[N+](=O)[O-] (4-Benzylpiperidin-1-yl)(4-chloro-3-nitrophenyl)methanone